propylenglycol stearat C(CCCCCCCCCCCCCCCCC)(=O)O.C(C(C)O)O